Methyl (1R,3S,5R)-2-[1-[4-(trifluoromethoxy) phenyl] cyclopropanecarbonyl]-2-azabicyclo[3.1.0]hexane-3-carboxylate FC(OC1=CC=C(C=C1)C1(CC1)C(=O)N1[C@@H]2C[C@@H]2C[C@H]1C(=O)OC)(F)F